1-methyl-2-(p-tolylthio)benzene CC1=C(C=CC=C1)SC1=CC=C(C=C1)C